[C@H]12CNC[C@H](CC1)C2NC(OC(C)(C)C)=O tert-butyl ((1R,5S,8S)-3-azabicyclo[3.2.1]octan-8-yl)carbamate